ethyl 5-((1-((2S)-2-(((tert-butoxycarbonyl)amino)methyl)-7-fluoro-2,3-dihydrobenzo[b][1,4]dioxin-5-yl)ethyl)amino)pyrazolo[1,5-a]pyrimidine-3-carboxylate C(C)(C)(C)OC(=O)NC[C@H]1COC2=C(O1)C=C(C=C2C(C)NC2=NC=1N(C=C2)N=CC1C(=O)OCC)F